morpholino-1-oxopropan O1CCN(CC1)C(CC)=O